FC1=CC=C(N)C=C1 4-fluoro-aniline